3-[(2-carboxyethyl-oxogermyl)oxy-oxogermyl]Propionic acid C(=O)(O)CC[Ge](O[Ge](CCC(=O)O)=O)=O